ClC=1N=C(N(C1)C)N1CCC(CC1)CNC=1C2=C(N=C(N1)C1=C(C=CC=C1)C(C)O)N=CC=C2 1-(2-(4-(((1-(4-chloro-1-methyl-1H-imidazol-2-yl)piperidin-4-yl)methyl)amino)pyrido[2,3-d]pyrimidin-2-yl)phenyl)ethan-1-ol